[O-2].[Ga+3].[Zn+2].[Mg+2] magnesium-zinc-gallium-oxide